gadolinium (2s,2'S,2''S)-2,2',2''-{10-[(1R)-1-carboxy-4-{4-[2-(2-ethoxyethoxy)ethoxy] phenyl}butyl]-1,4,7,10-tetraazacyclododecane-1,4,7-triyl}tris(3-hydroxypropanoate) C(=O)(O)[C@@H](CCCC1=CC=C(C=C1)OCCOCCOCC)N1CCN(CCN(CCN(CC1)[C@H](C(=O)[O-])CO)[C@H](C(=O)[O-])CO)[C@H](C(=O)[O-])CO.[Gd+3]